S1CCC2=NC=C(C=C21)C(=O)[O-] dihydrothieno[3,2-b]pyridine-6-carboxylate